Cl.NC1=CC=C(C=C1)C Para-toluidine hydrochloride